1-butyl-4-methylpyridine C(CCC)N1CC=C(C=C1)C